BrC1=NC(OC2=C1C=CC=C2F)(CCC)C 4-bromo-8-fluoro-2-methyl-2-propyl-2H-benzo[e][1,3]oxazine